rac-(1S,2R,4S)-4-(5-amino-1-(tert-butyl)-1H-pyrazol-3-yl)-2-methylcyclopentyl bicyclo[1.1.1]pentan-1-ylcarbamate C12(CC(C1)C2)NC(O[C@@H]2[C@@H](C[C@@H](C2)C2=NN(C(=C2)N)C(C)(C)C)C)=O |r|